C1(CC1)C1=NN(C2=NC=C(C=C21)OC)COCC[Si](C)(C)C 3-cyclopropyl-5-methoxy-1-((2-(trimethylsilyl)ethoxy)methyl)-1H-pyrazolo[3,4-b]pyridine